C(C)(C)C(C#N)(CC)C(C)C diisopropyl-Butyronitrile